(3S,4S)-1-(4-((5-(1,6-dimethyl-1H-pyrazolo[3,4-b]pyridin-4-yl)-3-methyl-4,5,6,7-tetrahydro-1H-pyrazolo[4,3-c]pyridin-1-yl)methyl)bicyclo[2.2.2]octan-1-yl)pyrrolidine-3,4-diol CN1N=CC=2C1=NC(=CC2N2CC1=C(CC2)N(N=C1C)CC12CCC(CC1)(CC2)N2C[C@@H]([C@H](C2)O)O)C